C1(CCCC1)N1C(C(N(CC1)CC=1N=NC(=CC1)C1=CC=CC=C1)=O)=O 1-cyclopentyl-4-((6-phenylpyridazin-3-yl)methyl)piperazine-2,3-dione